(S)-5-(3,5-difluorophenyl)-2-((1R,3S)-3-(pyrrolo[1,2-b]pyridazin-4-yloxy)cyclobutyl)-2,5,6,7-tetrahydro-3H-pyrrolo[2,1-c][1,2,4]triazol-3-one FC=1C=C(C=C(C1)F)[C@@H]1CCC2=NN(C(N21)=O)C2CC(C2)OC=2C=1N(N=CC2)C=CC1